N-(1-cyanocyclopentyl)pyridine-2-carboxamide C(#N)C1(CCCC1)NC(=O)C1=NC=CC=C1